phenyl 5,6-dihydroxynaphthoate OC1=C2C=CC=C(C2=CC=C1O)C(=O)OC1=CC=CC=C1